ClC1=CC(=NC(=C1)C(F)(F)F)C=1C(=NC(=NC1)OC)OC 5-(4-Chloro-6-(trifluoromethyl)pyridin-2-yl)-2,4-dimethoxypyrimidine